NC=1C=C(C=NC1C)NC(=O)NCC1CCN(CC1)C 1-(5-amino-6-methylpyridin-3-yl)-3-((1-methylpiperidin-4-yl)methyl)urea